1-(2,5-dichloropyrimidin-4-yl)indoline-3-carboxylic acid methyl ester COC(=O)C1CN(C2=CC=CC=C12)C1=NC(=NC=C1Cl)Cl